BrC1=NN(C(=C1)C(=O)N(C)C1=C(C=C(C=C1C(N(CC)CC)=O)Cl)Br)C1=NC=CC=C1Cl 3-bromo-1-(3-chloropyridin-2-yl)-N-(2-bromo-4-chloro-6-(diethylcarbamoyl)phenyl)-N-methyl-1H-pyrazole-5-carboxamide